methylimidazole sodium trifluoromethanesulfonate FC(S(=O)(=O)[O-])(F)F.[Na+].CC=1NC=CN1